5-butyl-6-methyl-2-(3-(3-(piperidinomethyl)phenoxy)propylamino)pyrimidin-4(1H)-one C(CCC)C=1C(N=C(NC1C)NCCCOC1=CC(=CC=C1)CN1CCCCC1)=O